2,6-dichloro-4-propylnicotinonitrile ClC1=C(C#N)C(=CC(=N1)Cl)CCC